FC1=CC=C2CCN=CC2=C1 7-fluoro-3,4-dihydroisoquinolin